2-(4-(4-(2-Methoxyethoxy)phenyl)cyclopent-1-en-1-yl)-4,4,5,5-tetramethyl-1,3,2-dioxaborolane COCCOC1=CC=C(C=C1)C1CC=C(C1)B1OC(C(O1)(C)C)(C)C